C(C)(C)(C)OC(N(C=1C(=NC(=C(C1)F)CCC(F)F)OC)C(=O)OC(C)(C)C)=O N-tert-butoxycarbonyl-N-[6-(3,3-difluoropropyl)-5-fluoro-2-methoxy-3-pyridyl]carbamic acid tert-butyl ester